COC1=CC=C(C=C1)[P] 4-methoxyphenyl-phosphorus